BrC=1C=C(C(=C(C1)C1CCN(CC1)C(=O)OC(C)(C)C)O)CCC(=O)C1=C(C=C(C=C1)C#N)F Tert-butyl 4-(5-bromo-3-(3-(4-cyano-2-fluorophenyl)-3-oxopropyl)-2-hydroxyphenyl)piperidine-1-carboxylate